(S)-3-(9-bromo-5,6-dihydrobenzo[f]imidazo[1,2-d][1,4]oxazepin-2-yl)-4-(difluoromethyl)oxazolidine-2-thione BrC1=CC2=C(C=3N(CCO2)C=C(N3)N3C(OC[C@H]3C(F)F)=S)C=C1